O1CCN(CC1)C=1C2=C(N=C(N1)N/N=C/C=1C=C(C=CC1)C)OC(=N2)C(=O)NC2=CC=NC=C2 7-morpholino-5-[(2E)-2-(m-tolylmethylene)hydrazino]-N-(4-pyridyl)oxazolo[5,4-d]pyrimidine-2-carboxamide